4-(3-chlorophenyl)-2-oxo-1,3,2-dioxaphosphepin ClC=1C=C(C=CC1)C=1OP(OC=CC1)=O